C(C)(C)(C)OC(=O)N1CCN(CC1)C=1C=C2C(N(C(C2=CC1F)=O)[C@H]1C(NC(CC1)=O)=O)=O 4-(2-((3R)-2,6-Dioxopiperidin-3-yl)-6-fluoro-1,3-dioxoisoindolin-5-yl)piperazine-1-carboxylic acid tert-butyl ester